BrC=1C(=CC=C2C(=CC(N(C12)C)=O)CO)F 8-bromo-7-fluoro-4-(hydroxymethyl)-1-methylquinolin-2(1H)-one